N,N-diphenyl-4-(4-(9-phenyl-9H-carbazol-3-yl)isoquinolin-1-yl)aniline C1(=CC=CC=C1)N(C1=CC=C(C=C1)C1=NC=C(C2=CC=CC=C12)C=1C=CC=2N(C3=CC=CC=C3C2C1)C1=CC=CC=C1)C1=CC=CC=C1